N-[6-[[5-bromo-2-[5-ethyl-4-[4-(4-methylpiperazin-1-yl)-1-piperidyl]-2-(trideuteriomethoxy)anilino]pyrimidin-4-yl]amino]quinoxalin-5-yl]methanesulfonamide BrC=1C(=NC(=NC1)NC1=C(C=C(C(=C1)CC)N1CCC(CC1)N1CCN(CC1)C)OC([2H])([2H])[2H])NC=1C(=C2N=CC=NC2=CC1)NS(=O)(=O)C